(S)-N1-(1-(2-(Bicyclo[1.1.1]pentan-1-ylamino)-2-oxoethyl)-2-oxo-1,2-dihydropyridin-3-yl)-N6-ethyl-2-(1-ethyl-1H-indol-2-carboxamido)-5-oxohexandiamid C12(CC(C1)C2)NC(CN2C(C(=CC=C2)NC([C@H](CCC(C(=O)NCC)=O)NC(=O)C=2N(C1=CC=CC=C1C2)CC)=O)=O)=O